1-(3-Amino-4-methoxybenzo[d]isothiazol-5-yl)-2,2,2-trifluoroethan-1-ol NC1=NSC2=C1C(=C(C=C2)C(C(F)(F)F)O)OC